NC1CC2(CN(C2)C(=O)C2=C(C=C(C=C2)F)OC2CC2)C1 (6-amino-2-azaspiro[3.3]heptan-2-yl)(2-cyclopropoxy-4-fluorophenyl)methanone